C(C)OC(CC=1NC2=C(C(=NC(=C2)Cl)C)N1)=O.OC(CN(CC(C)O)CN1N=NC2=C1C=CC=C2C(=O)O)C 1-[N,N-bis(2-hydroxypropyl)-aminomethyl]carboxybenzotriazole Ethyl-(6-chloro-4-methyl-1H-imidazo[4,5-c]pyridin-2-yl)acetate